FC1(CCN(CC1)C1=NC=CC(=N1)N)F 2-(4,4-difluoropiperidin-1-yl)pyrimidin-4-amine